2-[2-[2-[2-(2-hydroxyethoxy)ethoxy]ethoxy]ethoxy]ethanol OCCOCCOCCOCCOCCO